FC(C(=O)O)(F)F.CC1=C(C=C2C(=CC=NC2=C1)OC(C)N)[N+](=O)[O-] ((7-methyl-6-nitroquinolin-4-yl)oxy)ethan-1-amine trifluoroacetate